ClC=1C(=C(CNC(=O)C=2N=NN(C2)CC=2N=C3N(C=C(C=C3)C3CC3)C2)C(=CC1)N1N=NN=C1)F N-(3-chloro-2-fluoro-6-(1H-tetrazol-1-yl)benzyl)-1-((6-cyclopropylimidazo[1,2-a]pyridin-2-yl)methyl)-1H-1,2,3-triazole-4-carboxamide